(S)-3-(4-chloro-3-fluorophenoxy)-N-(4-cyano-3-(trifluoromethyl)phenyl)-2-hydroxy-2-methylpropanamide ClC1=C(C=C(OC[C@](C(=O)NC2=CC(=C(C=C2)C#N)C(F)(F)F)(C)O)C=C1)F